1-(1,3-benzothiazol-7-yl)-2,5-dimethyl-6-oxo-1,6-dihydropyrimidin-4-yl-4-methylbenzene-1-sulfonic acid S1C=NC2=C1C(=CC=C2)N2C(=NC(=C(C2=O)C)C2=C(C=CC(=C2)C)S(=O)(=O)O)C